2-(4-Chloro-2-(trifluoromethyl)benzyl)-3-ethylimidazo[1,2-a]Pyridine-7-carboxylic acid methyl ester COC(=O)C1=CC=2N(C=C1)C(=C(N2)CC2=C(C=C(C=C2)Cl)C(F)(F)F)CC